BrC=1C(=C2C3=C(N=CN=C3C1F)N1[C@H](CO2)CN([C@H](C1)C)C(=O)OC(C)(C)C)Cl tert-butyl (8aS,11S)-5-bromo-6-chloro-4-fluoro-11-methyl-8a,9,11,12-tetrahydropyrazino[2',1':3,4][1,4]oxazepino[5,6,7-de]quinazoline-10(8H)-carboxylate